N1C=NC2=C1C=CC(=C2)C2=NC(=NC=C2)NC2=CC(=CC=C2)N2C(=CC=C2C)C 4-(1H-benzo[d]imidazol-5-yl)-N-(3-(2,5-dimethyl-1H-pyrrol-1-yl)phenyl)pyrimidin-2-amine